5-[1-[[2-Chloro-4-[5-(difluoromethyl)-1,3,4-oxadiazol-2-yl]phenyl]methyl]triazol-4-yl]-1-methylbenzimidazol-2-amine ClC1=C(C=CC(=C1)C=1OC(=NN1)C(F)F)CN1N=NC(=C1)C1=CC2=C(N(C(=N2)N)C)C=C1